OC=1N(N=C2CCC(CC12)NC(OCC1=CC=CC=C1)=O)C1=NC=CC=C1 benzyl (3-hydroxy-2-(pyridin-2-yl)-4,5,6,7-tetrahydro-2H-indazol-5-yl)carbamate